CC1(CC(CCC(NCCOCCOCCOCCNC(O1)=O)=O)C(=O)OC)C Methyl 2,2-dimethyl-4,18-dioxo-3,8,11,14-tetraoxa-5,17-diazacycloheneicosane-21-oate